6-(4-((4-Isobutylpiperazin-1-yl)methyl)phenyl)-1,4-dimethyl-2-(4-(methylsulfonyl)phenyl)-1H-benzo[d]imidazol C(C(C)C)N1CCN(CC1)CC1=CC=C(C=C1)C=1C=C(C2=C(N(C(=N2)C2=CC=C(C=C2)S(=O)(=O)C)C)C1)C